(S)-(6-(2-methyl-2H-pyrazolo[3,4-b]pyridin-5-yl)thieno[2,3-b]pyridin-2-yl)(3-oxetanyl)methanol CN1N=C2N=CC(=CC2=C1)C1=CC=C2C(=N1)SC(=C2)[C@@H](O)C2COC2